COC1=CC=C(CN(S(=O)(=O)C[C@@H](CC)C2CC(C2)=O)CC2=CC=C(C=C2)OC)C=C1 (S)-N,N-bis(4-methoxybenzyl)-2-(3-oxocyclobutyl)butane-1-sulfonamide